FC(C=1C=CC=2N(N1)C(=CN2)C2=CC(=NC=N2)N2CC(CC(C2)C)N=S(=O)(C)C)F ((1-(6-(6-(Difluoromethyl)imidazo[1,2-b]pyridazin-3-yl)pyrimidin-4-yl)-5-methylpiperidin-3-yl)imino)dimethyl-λ6-sulfanone